OC=1C=C(C(C(=O)O)=CC1)O para-hydroxysalicylic acid